C(CCCCCCC\C=C/CCCCCCCC)(=O)OC(C[N+](C)(C)C)COC(CCCCCCC\C=C/CCCCCCCC)=O 2,3-bis[[(Z)-octadec-9-enoyl]oxy]propyl-trimethylazanium